COCC1=NN(C=C1)CC=1C=CC2=C(CNCCO2)C1 (methoxymethyl)-1-(2,3,4,5-tetrahydro-1,4-benzoxazepin-7-ylmethyl)pyrazole